[1-(2-diphenylphosphanyl-1-naphthyl)-2-naphthyl]Diphenyl-phosphane C1(=CC=CC=C1)P(C1=C(C2=CC=CC=C2C=C1)C1=C(C=CC2=CC=CC=C12)P(C1=CC=CC=C1)C1=CC=CC=C1)C1=CC=CC=C1